C(C#CC)(=O)N1[C@H](CC1)COC=1C=NC=CC1C1=C(C=2C(NCCC2N1)=O)NC1=C(C(=CC=C1)Cl)CC 2-(3-{[(2R)-1-(but-2-ynoyl)azetidin-2-yl]methoxy}pyridin-4-yl)-3-[(3-chloro-2-ethylphenyl)amino]-1H,5H,6H,7H-pyrrolo[3,2-c]pyridin-4-one